COC(=O)C12C(C(=NO1)C1=CC(=CC(=C1)F)F)CCC2O 3-(3,5-difluorophenyl)-6-hydroxy-3a,4,5,6-tetrahydrocyclopenta[d]isoOxazole-6a-carboxylic acid methyl ester